COC1=C(C(=CC(=C1)C(F)(F)F)C)C1=CC=C2C(=N1)N=C(O2)NC2CC(CCC2)N(C(OC(C)(C)C)=O)C tert-Butyl N-[3-[[5-[2-methoxy-6-methyl-4-(trifluoromethyl)phenyl]oxazolo[4,5-b]pyridin-2-yl]amino]cyclohexyl]-N-methyl-carbamate